5-chloro-N2-((S)-7-(pyrrolidin-1-yl)-6,7,8,9-tetrahydro-5H-benzo[7]annulen-2-yl)-N4-(2-(1-(tetrahydro-2H-pyran-2-yl)-1H-imidazol-2-yl)phenyl)pyrimidine-2,4-diamine ClC=1C(=NC(=NC1)NC=1C=CC2=C(CC[C@H](CC2)N2CCCC2)C1)NC1=C(C=CC=C1)C=1N(C=CN1)C1OCCCC1